CC1(CCC=2C1=NC1=C(C2NC(=O)N=S(=O)(N)C2=CN=C(S2)C(CO)(CO)O)CCC1)C N'-((3,3-dimethyl-1,2,3,5,6,7-hexahydrodicyclopenta[b,e]pyridin-8-yl)carbamoyl)-2-(1,2,3-trihydroxypropan-2-yl)thiazole-5-sulfonimidamide